BrC1=NC2=CC=C(C=C2C=C1)CO (2-Bromoquinolin-6-yl)methanol